ClC1=CC=C(C=C1)[C@@]1(N(C(C2=CC(=CC=C12)C(COC1CCNCC1)(C)O)=O)CC1=NC=C(C=C1)Cl)OC (3R)-3-(4-Chlorophenyl)-2-[(5-chloropyridin-2-yl)methyl]-6-[2-hydroxy-1-(piperidin-4-yloxy)propan-2-yl]-3-methoxy-2,3-dihydro-1H-isoindol-1-on